ClC=1N=C2C(=C(C(N(C2=CC1)C)=O)C#N)N1CCN(CC1)C(C(C)C)C1=CC=C(C=C1)F 6-chloro-4-{4-[1-(4-fluorophenyl)-2-methylpropyl]piperazin-1-yl}-1-methyl-2-oxo-1,2-dihydro-1,5-naphthyridine-3-carbonitrile